(2S)-2-(9H-fluoren-9-yl-methoxycarbonylamino)-4-phenylbutanoic acid C1=CC=CC=2C3=CC=CC=C3C(C12)N([C@H](C(=O)O)CCC1=CC=CC=C1)C(=O)OC